3,5-difluorobenzotrichloride FC=1C=C(C=C(C1)F)C(Cl)(Cl)Cl